[4-fluoro-3-(3-nitro-5-trifluoromethyl-benzoylamino)phenyl]carbamic acid t-butyl ester C(C)(C)(C)OC(NC1=CC(=C(C=C1)F)NC(C1=CC(=CC(=C1)C(F)(F)F)[N+](=O)[O-])=O)=O